(S)-N-((S)-1-cyano-2-(4-(1-methyl-1H-pyrrolo[2,3-b]pyridin-6-yl)phenyl)ethyl)-1,4-oxazolidine-2-carboxamide C(#N)[C@H](CC1=CC=C(C=C1)C1=CC=C2C(=N1)N(C=C2)C)NC(=O)[C@H]2OCNC2